BrC=1C=C2C(=CNC2=CC1C)I 5-Bromo-3-iodo-6-methyl-1H-indole